(2S,4S)-tert-butyl 4-acetamido-2-((4-fluorophenyl)(methyl)carbamoyl)pyrrolidine-1-carboxylate C(C)(=O)N[C@H]1C[C@H](N(C1)C(=O)OC(C)(C)C)C(N(C)C1=CC=C(C=C1)F)=O